4'-(((2,2-difluoroethyl)amino)methyl)-N-((4,6-dimethyl-2-oxo-1,2-dihydropyridin-3-yl)methyl)-5-(ethyl-(tetrahydro-2H-pyran-4-yl)amino)-4-methyl-[1,1'-biphenyl]-3-carboxamide FC(CNCC1=CC=C(C=C1)C1=CC(=C(C(=C1)N(C1CCOCC1)CC)C)C(=O)NCC=1C(NC(=CC1C)C)=O)F